iodo-2-propynyl butylcarbamate C(CCC)NC(OCC#CI)=O